6-((R)-3-(((S)-1-fluoropropan-2-yl)amino)-2-(4-((4-((((S)-tetrahydrofuran-3-yl)amino)methyl)phenyl)ethynyl)phenyl)propyl)-5-hydroxypyrimidin-4(3H)-one FC[C@H](C)NC[C@H](CC1=C(C(NC=N1)=O)O)C1=CC=C(C=C1)C#CC1=CC=C(C=C1)CN[C@@H]1COCC1